1-(2-chloropyridin-3-yl)ethyl (4-(5-aminopyrazin-2-yl)-1-methyl-1H-1,2,3-triazol-5-yl)carbamate NC=1N=CC(=NC1)C=1N=NN(C1NC(OC(C)C=1C(=NC=CC1)Cl)=O)C